3-((M-toluenesulfonyl)methyl)benzofuran CC1=CC(=CC=C1)S(=O)(=O)CC1=COC2=C1C=CC=C2